FC1=C(C=CC(=C1F)OCC(F)(F)F)C1CCC(CC1)C1CCC(CC1)CCC 4-(2,3-difluoro-4-(2,2,2-trifluoroethoxy)phenyl)-4'-propylbicyclohexane